disodium lauramide C(CCCCCCCCCCC)(=O)N.[Na].[Na]